tert-butyl-(E)-N-(4-(dimethylamino)but-2-enoyl)-N-methylglycine C(C)(C)(C)C(N(C)C(\C=C\CN(C)C)=O)C(=O)O